OC1(CC(C1)C(=O)N1CC2(C1)C[C@@H](CC2)OC2=NC(=C(C=C2)C)C(F)(F)F)C |r| (rac)-((1s,3s)-3-hydroxy-3-methylcyclobutyl)(6-((5-methyl-6-(trifluoromethyl)pyridin-2-yl)oxy)-2-azaspiro[3.4]oct-2-yl)methanone